methoxyethoxyindole COCCOC=1NC2=CC=CC=C2C1